Lacceryl alcohol C(CCCCCCCCCCCCCCCCCCCCCCCCCCCCCCC)O